(S)-tert-Butyl (3-(4-cyanophenyl)-1-(indolin-1-yl)-1-oxopropan-2-yl)carbamate C(#N)C1=CC=C(C=C1)C[C@@H](C(=O)N1CCC2=CC=CC=C12)NC(OC(C)(C)C)=O